1,2-bis[(3-ethyl-3-oxetanylmethoxy)]ethane C(C)C1(COC1)COCCOCC1(COC1)CC